C12C3CC(CC31)C2 tricyclo[2.2.1.0(2,6)]heptane